3,5,5-trimethyl-hexyl 2-methyl-propyl ether CC(COCCC(CC(C)(C)C)C)C